CC1=C(C=CC(=C1)[C@@H]1CC[C@H](CC1)CCC)B(O)O 2-methyl-4-(trans-4'-propylcyclohexyl)phenylboronic acid